4-((1-benzhydrylpiperidin-4-yl)methyl)phenyl (3-methyl-4-oxo-3,4-dihydroimidazo[5,1-d][1,2,3,5]tetrazine-8-carbonyl)carbamate CN1N=NC=2N(C1=O)C=NC2C(=O)NC(OC2=CC=C(C=C2)CC2CCN(CC2)C(C2=CC=CC=C2)C2=CC=CC=C2)=O